ethylenebis(oxyethylene) bis(3-t-butyl-4-hydroxy-5-methylhydrocinnamate) C(C)(C)(C)C=1C=C(CCC(=O)OCCOCCOCCOC(CCC2=CC(=C(C(=C2)C)O)C(C)(C)C)=O)C=C(C1O)C